3-[4-[6-[3-(5-fluoro-6-methyl-2-pyridyl)-1H-pyrazol-4-yl]-1,5-naphthyridin-3-yl]pyrazol-1-yl]cyclobutanamine FC=1C=CC(=NC1C)C1=NNC=C1C=1N=C2C=C(C=NC2=CC1)C=1C=NN(C1)C1CC(C1)N